C(CCC)S(=O)C1=CSC=2N=C(N=C(C21)N2CCCCC2)C2=CC=CC=C2 (butylsulfinyl)-2-phenyl-4-(piperidin-1-yl)thieno[2,3-d]pyrimidine